O1C(OCC1)C=1C=C(C=CC1)C(=O)NCCOCCOCCOCCOCCOCCOCCOCCOCCOCCOCCOCCOCCC(=O)O 1-{[3-(1,3-dioxolan-2-yl)phenyl]formamido}-3,6,9,12,15,18,21,24,27,30,33,36-dodecaoxanonatriacontan-39-oic acid